2-fluoro-5-[4-(trifluoro-methyl)phenyl]-5H-pyrido[3,2-b]indole-8-carboxylic acid FC=1C=CC=2N(C=3C=CC(=CC3C2N1)C(=O)O)C1=CC=C(C=C1)C(F)(F)F